(3-Fluoro-5-(1H-pyrazol-4-yl)phenyl)methylamine FC=1C=C(C=C(C1)C=1C=NNC1)CN